1-(13Z,16Z-docosadienoyl)-2-docosanoyl-glycero-3-phosphocholine CCCCCCCCCCCCCCCCCCCCCC(=O)O[C@H](COC(=O)CCCCCCCCCCC/C=C\C/C=C\CCCCC)COP(=O)([O-])OCC[N+](C)(C)C